3-(methoxymethyl)benzene COCC=1C=CC=CC1